C(#N)C1=CC=C(CNC(=O)C2=NN(C=3C(N([C@@H](CC32)C)CC3(CC3)S(=O)(=O)C)=O)C)C=C1 |o1:16| (R) or (S)-N-(4-cyanobenzyl)-1,5-dimethyl-6-((1-(methylsulfonyl)cyclopropyl)methyl)-7-Oxo-4,5,6,7-tetrahydro-1H-pyrazolo[3,4-c]Pyridine-3-carboxamide